4,5-dichloro-2-[1-[4-(hydroxymethyl)piperidin-1-yl]-3-methylbutyl]phenol ClC1=CC(=C(C=C1Cl)O)C(CC(C)C)N1CCC(CC1)CO